(trimethoxysilyl) methylacrylate CC(C(=O)O[Si](OC)(OC)OC)=C